CC1=C(C=C(C(=O)NC=2C=NN(C2)CC(F)(F)F)C=C1)C#CC=1C=NC=CC1 4-methyl-3-[2-(pyridin-3-yl)ethynyl]-N-[1-(2,2,2-trifluoroethyl)-1H-pyrazol-4-yl]benzamide